FC([C@@H](C)N1N=C(C(=C1)NC=O)OC1COC1)F |r| racemic-N-[1-[2,2-difluoro-1-methyl-ethyl]-3-(oxetan-3-yloxy)pyrazol-4-yl]formamide